Decane-2-one CC(CCCCCCCC)=O